calcium-magnesium chlorosilicate [Si]([O-])([O-])([O-])Cl.[Mg+2].[Ca+2]